(1r,4r)-4-N-(2-{3-[(4-methanesulfonyl-2-methoxyphenyl)amino]prop-1-yn-1-yl}-1-(2,2,2-trifluoro-ethyl)-1H-indol-4-yl)-1-N,1-N-dimethyl-cyclohexane-1,4-diamine CS(=O)(=O)C1=CC(=C(C=C1)NCC#CC=1N(C2=CC=CC(=C2C1)NC1CCC(CC1)N(C)C)CC(F)(F)F)OC